1-benzyl-6-(3,5-dimethylisoxazol-4-yl)-N-((tetrahydro-2H-pyran-4-yl)methyl)-1H-imidazo[4,5-b]pyridin-2-amine C(C1=CC=CC=C1)N1C(=NC2=NC=C(C=C21)C=2C(=NOC2C)C)NCC2CCOCC2